(S)-5-((tert-butyldiphenylsilyl)oxy)hexanal [Si](C1=CC=CC=C1)(C1=CC=CC=C1)(C(C)(C)C)O[C@H](CCCC=O)C